CS(=O)(=O)O.CN1C(N(C2=C1C=C(C=C2)N2CCC(CC2)COCCNC)C2C(NC(CC2)=O)=O)=O 3-(3-Methyl-5-(4-((2-(methylamino)ethoxy)methyl)piperidin-1-yl)-2-oxo-2,3-dihydro-1H-benzo[d]imidazol-1-yl)piperidine-2,6-dione methanesulfonate